1,3,5-tris[[3,5-bis(1,1-dimethylethyl)-4-hydroxyphenyl]methyl]-1,3,5-triazine CC(C)(C)C=1C=C(C=C(C1O)C(C)(C)C)CN1CN(CN(C1)CC1=CC(=C(C(=C1)C(C)(C)C)O)C(C)(C)C)CC1=CC(=C(C(=C1)C(C)(C)C)O)C(C)(C)C